C\C(=C/COC/C=C/CO)\CC\C=C(\CCC=C(C)C)/C (2E)-4-{[(2E,6E)-3,7,11-trimethyldodeca-2,6,10-trien-1-yl]oxy}but-2-en-1-ol